NC1=NC=NN2C1=CC=C2[C@H]2[C@@H]([C@@H]([C@@](O2)(C#N)COP(=O)(OC2=CC=CC=C2)N[C@H](C(=O)OCC(C)(C)C)CC)O)O neopentyl (2S)-2-(((((2R,3S,4R,5S)-5-(4-aminopyrrolo[2,1-f][1,2,4]triazin-7-yl)-2-cyano-3,4-dihydroxytetrahydrofuran-2-yl)methoxy)(phenoxy)phosphoryl)amino)butanoate